tert-butyl (2R,5R)-2-(hydroxymethyl)-5-(4-methoxyphenyl)pyrrolidine-1-carboxylate OC[C@@H]1N([C@H](CC1)C1=CC=C(C=C1)OC)C(=O)OC(C)(C)C